1-(5-chloro-2-propylnaphthalen-1-yl)-1H-pyrrole-2,5-dione ClC1=C2C=CC(=C(C2=CC=C1)N1C(C=CC1=O)=O)CCC